(S)-1-Amino-2-(1-(but-2-ynoyl)pyrrolidin-2-yl)-4-(4-(pyridin-2-ylcarbamoyl)phenyl)-1H-imidazol-5-carboxamid NN1C(=NC(=C1C(=O)N)C1=CC=C(C=C1)C(NC1=NC=CC=C1)=O)[C@H]1N(CCC1)C(C#CC)=O